CC1(C[C@H]2C(O1)=C1C([C@@H](C([C@@H]1CC2)(C)C)C)(C)C)C (3aS,5aS,7R)-2,2,6,6,7,8,8-heptamethyl-3,3a,4,5,5a,6,7,8-octahydro-2H-indeno[4,5-b]furan